(S)-N-((S)-1-(1,4-dibromo-5,6,7,8-tetrahydroisoquinolin-3-yl)-2-(3,5-difluorophenyl)ethyl)-2-methylpropan-2-sulfinamide BrC1=NC(=C(C=2CCCCC12)Br)[C@H](CC1=CC(=CC(=C1)F)F)N[S@@](=O)C(C)(C)C